4-(tetramethyl-1,3,2-dioxaborolan-2-yl)-2-(trifluoromethyl)-1H-indole CC1(C(OB(O1)C1=C2C=C(NC2=CC=C1)C(F)(F)F)(C)C)C